N,N,N',N',N'',N'',N''',N'''-octabutylsilanetetraamine C(CCC)N([Si](N(CCCC)CCCC)(N(CCCC)CCCC)N(CCCC)CCCC)CCCC